Cl.NCCNC1=C2C(N(C(C2=CC=C1)=O)C1C(NC(CC1)=O)=O)=O 4-((2-aminoethyl)amino)-2-(2,6-dioxopiperidin-3-yl)isoindoline-1,3-dione hydrochloride